C(C)(C)(C)OC(=O)N1C[C@H](CCC1)NC1=CC(=NC=2N1N=CC2C#N)C2=CNC1=NC=CC=C12 (S)-3-(7-((1-(tert-butoxycarbonyl)piperidin-3-yl)amino)-3-cyanopyrazolo[1,5-a]pyrimidin-5-yl)-1H-pyrrolo[2,3-b]pyridine